N-((S)-(((2R,3S,4R,5R)-5-(4-aminopyrrolo[2,1-f][1,2,4]triazine-7-yl)-5-cyano-3,4-dihydroxytetrahydrofuran-2-yl)methoxy)(4-tert-butylphenoxy)phosphoryl)-L-alanine NC1=NC=NN2C1=CC=C2[C@]2([C@@H]([C@@H]([C@H](O2)CO[P@](=O)(OC2=CC=C(C=C2)C(C)(C)C)N[C@@H](C)C(=O)O)O)O)C#N